C(#C)C1=NN(C(=C1)C1=C(C2=C(N=CN=C2N)N1C)C1=CC=C(C=C1)OC1=NC=CC(=N1)C)C 6-(3-ethynyl-1-methyl-1H-pyrazol-5-yl)-7-methyl-5-{4-[(4-methylpyrimidin-2-yl)oxy]phenyl}-7H-pyrrolo[2,3-d]pyrimidin-4-amine